CN1C(C=2C=CC=C3C2C1=CC1=C(N3C3=C(C#N)C=CC=C3)N=CC=C1)=O (1-methyl-2-oxo-1,2-dihydro-6H-pyrido[3',2':6,7]azepino[4,3,2-cd]isoindol-6-yl)benzonitrile